FC=1C=C(OC2=CN=C(S2)NC(C(C)N2CCC(CC2)C2=NN(C=C2)C2OCCCC2)=O)C=CC1 N-(5-(3-fluorophenoxy)thiazol-2-yl)-2-(4-(1-(tetrahydro-2H-pyran-2-yl)-1H-pyrazol-3-yl)piperidin-1-yl)propanamide